1,3-diisocyanatobutane N(=C=O)CCC(C)N=C=O